ClC1=C2C(=NC=C1)N(C=C2)CC(=O)OC(C)(C)C tert-butyl 2-(4-chloro-1H-pyrrolo[2,3-b]pyridin-1-yl)acetate